{3,5-di(trifluoromethyl) phenyl}borate FC(C=1C=C(C=C(C1)C(F)(F)F)OB([O-])[O-])(F)F